3-[5-[1-[[1-[2-[4-[[5-chloro-4-(3-phenylphenyl)pyrimidin-2-yl]amino]-1-piperidyl]-2-oxo-ethyl]-4-piperidyl]methyl]-4-piperidyl]-1-oxo-indan-2-yl]piperidine-2,6-dione ClC=1C(=NC(=NC1)NC1CCN(CC1)C(CN1CCC(CC1)CN1CCC(CC1)C=1C=C2CC(C(C2=CC1)=O)C1C(NC(CC1)=O)=O)=O)C1=CC(=CC=C1)C1=CC=CC=C1